1-(5-((1-(3-fluoropropyl)azetidin-3-yl)Oxy)pyrimidin-2-yl)-3-methyl-2,3,4,9-tetrahydro-1H-pyrido[3,4-b]Indole FCCCN1CC(C1)OC=1C=NC(=NC1)C1NC(CC2=C1NC1=CC=CC=C21)C